t-butyloctahydropyrrolo[3,4-B]pyridine-1-carboxylic acid C(C)(C)(C)C1CCC2C(N1C(=O)O)CNC2